BrC1=NO[C@](C1)(C)C1=NC=C(C=C1C1=C(C=CC=C1F)F)F 2-[(5S)-3-bromo-5-methyl-4,5-dihydro-1,2-oxazol-5-yl]-3-(2,6-difluorophenyl)-5-fluoropyridine